ClC1=C(C=C(C=C1)Br)C.[Mg] magnesium (4-chloro-3-methylphenyl) bromide